CS(=O)(=O)NC=1C=CC=CC1 3-methanesulfonamidobenzene